ClC1=NC=CC(=N1)C1=NC2=CC(=NC=C2C=C1)CNC(OC(C)(C)C)=O tert-butyl ((2-(2-chloropyrimidin-4-yl)-1,6-naphthyridin-7-yl)methyl)carbamate